CC1=NC=C(C=N1)C1=C2C(N(C(=NC2=CC=C1)[C@H](C)NC1=NC=NC2=CC=C(C=C12)C#N)C1=CC=CC=C1)=O (S)-4-((1-(5-(2-methylpyrimidin-5-yl)-4-oxo-3-phenyl-3,4-dihydroquinazolin-2-yl)ethyl)amino)quinazoline-6-carbonitrile